N-(3-methyl-4-((1-methylbenzimidazol-5-yl)oxy)phenyl)-5-(2-methylaminoethoxy)pyrimidin-4-amine CC=1C=C(C=CC1OC1=CC2=C(N(C=N2)C)C=C1)NC1=NC=NC=C1OCCNC